N-(3-chloro-5-(methylsulfonamido)phenyl)-4-(5-fluoro-3-((3-fluoro-5-((2-hydroxyethyl)sulfonyl)benzyl)oxy)pyridin-2-yl)-5-methylthiophene-2-carboxamide ClC=1C=C(C=C(C1)NS(=O)(=O)C)NC(=O)C=1SC(=C(C1)C1=NC=C(C=C1OCC1=CC(=CC(=C1)S(=O)(=O)CCO)F)F)C